potassium 3,5,6-trifluoro-3-hydroxybenzoic acid FC1(CC(C(=O)O)=C(C(=C1)F)F)O.[K]